BrC=1C=C(C2=C(N(N=C2C1)C)C1=CC(=C(C(=O)OC(C)(C)C)C(=C1)OC)OC(F)F)OC(F)F tert-butyl 4-[6-bromo-4-(difluoromethoxy)-2-methylindazol-3-yl]-2-(difluoromethoxy)-6-methoxybenzoate